CC(C)(C)C=1C=C(C=C(C1O)C(C)(C)C)/C=C(/CS[NH-])\C#N (2E)-3-[3,5-bis(1,1-dimethylethyl)-4-hydroxyphenyl]-2-cyano-2-propenylthioamide